OCCC=1C=CC(=C(C#N)C1)OC1=CC(=NC=C1)C(F)(F)F 5-(2-hydroxyethyl)-2-((2-(trifluoromethyl)pyridin-4-yl)oxy)benzonitrile